(R)-4-Amino-7-(bicyclo[2.1.1]hexan-1-yl)-N-(1,1-dioxido-2,3-dihydrothiophen-3-yl)-2-oxo-1,2-dihydroquinoline-3-carboxamide NC1=C(C(NC2=CC(=CC=C12)C12CCC(C1)C2)=O)C(=O)N[C@H]2CS(C=C2)(=O)=O